tert-butyl (S)-3-((1-(4-cyano-3-(2-methoxyethoxy)phenyl)-1H-imidazol-4-yl)carbamoyl)pyrrolidine-1-carboxylate C(#N)C1=C(C=C(C=C1)N1C=NC(=C1)NC(=O)[C@@H]1CN(CC1)C(=O)OC(C)(C)C)OCCOC